OC(C(O)(O)O)NC(CN)C Tetrahydroxyethyl-1,2-propylenediamine